NC1=CC=CC2=C1C(NS2(=O)=O)=O 4-aminobenzo[d]isothiazol-3(2H)-one 1,1-dioxide